4-iodo-N-(4-methyl-oxy-cyclohexan-4-yl)-6-(morpholin-4-yl)pyridin-2-amine IC1=CC(=NC(=C1)N1CCOCC1)NC1(CCCCC1)OC